benzyl-[2-[(2R,3S,4S,5S)-3,4,5-trihydroxy-6-(4-methoxyphenoxy)tetrahydropyran-2-yl]ethyl]phosphinic acid C(C1=CC=CC=C1)P(O)(=O)CC[C@H]1OC([C@H]([C@H]([C@@H]1O)O)O)OC1=CC=C(C=C1)OC